COC(C1=C(C(=C(C(=C1C)C)OC)C)Br)=O.C(=C)C1=CCN(C=C1)CCCS(=O)(=O)O 4-vinyl-1-(3-sulfopropyl)pyridine methyl-2-bromo-4-methoxy-3,5,6-trimethylbenzoate